(S)-2-ethyl-4-((1-(5-phenylpyrimidin-2-yl)ethyl)amino)-2,3-dihydro-1H-pyrrolo[3,4-c]pyridin-1-one C(C)N1CC=2C(=NC=CC2C1=O)N[C@@H](C)C1=NC=C(C=N1)C1=CC=CC=C1